CN(C1=CC=C2C(=C3C(O2)=CC=CC(=C3)Br)C1)CC1=CC=CC=C1 N-methyl-N-benzyl-9-bromo-2-aminocyclohepta[b]benzo-furan